C1(CCC1)NC1=NC(=CC(=C1)C(=O)O)OC 2-(Cyclobutylamino)-6-methoxy-pyridine-4-carboxylic acid